tert-butyl (2R,3S,4S)-4-[(tert-butoxycarbonyl)oxy]-3-[({2-[3-(acetamidomethyl)-3-hydroxyazetidin-1-yl]ethyl}carbamoyl)oxy]-2-[(4-methoxyphenyl)methyl]pyrrolidine-1-carboxylate C(C)(C)(C)OC(=O)O[C@@H]1[C@H]([C@H](N(C1)C(=O)OC(C)(C)C)CC1=CC=C(C=C1)OC)OC(NCCN1CC(C1)(O)CNC(C)=O)=O